OC(=O)C(F)(F)F.ClC1=CC(=C(C=C1)C(C)C1=CC=CC2=C1N=C1N2CCNC1)F 9-(1-(4-chloro-2-fluorophenyl)ethyl)-1,2,3,4-tetrahydrobenzo[4,5]imidazo[1,2-a]pyrazine TFA salt